NCCC[C@H](C(=O)NCC1=C(C=C(C=C1F)O)F)NC(OC(C)(C)C)=O tert-butyl (R)-(5-amino-1-((2,6-difluoro-4-hydroxybenzyl)amino)-1-oxopentan-2-yl)carbamate